1-(3a,7a-dihydro-1,3-benzodioxolan-5-yl)-N-(cyclopropylmethyl)propan-2-amine O1COC2C1C=CC(=C2)CC(C)NCC2CC2